Br.CN(C(N(C)C)=[NH2+])C tetramethylguanidinium HBr salt